ClC1=C(C=C(C=C1)SCCCF)N\C(=N\O)\NC1=CC=C(C=C1)SC (E)-1-(2-chloro-5-((3-fluoropropyl)mercapto)phenyl)-3-(4-(methylthio)phenyl)-2-hydroxyguanidine